(S)-(E)-3-((3-butyl-3-ethyl-7-(methylsulfanyl)-1,1-dioxido-5-phenyl-2,3,4,5-tetrahydro-1,5-benzothiazepin-8-yl)oxy)acrylic acid C(CCC)[C@@]1(CS(C2=C(N(C1)C1=CC=CC=C1)C=C(C(=C2)O/C=C/C(=O)O)SC)(=O)=O)CC